Cl.NC(=N)Cl azanecarboximidoyl chloride hydrochloride salt